OCCN1NN(CC(C1)CCO)CCO 1,3,5-tri(hydroxyethyl)hexahydrotriazine